3,3-difluoro-3-chloro-propionyl chloride FC(CC(=O)Cl)(Cl)F